7-(2-fluoro-3-(1-(1-(4-fluorophenyl)propyl)-1H-pyrazol-4-yl)phenyl)-[1,2,4]triazolo[1,5-a]pyridin-2-amine FC1=C(C=CC=C1C=1C=NN(C1)C(CC)C1=CC=C(C=C1)F)C1=CC=2N(C=C1)N=C(N2)N